2-(8-oxabicyclo[3.2.1]octan-3-yloxy)ethanol C12CC(CC(CC1)O2)OCCO